[Br-].[Br-].[Br-].C(C)[Zr+3] ethyl-zirconium (iv) tribromide